tert-butyl (3-((4-((3-chloro-4-fluorophenyl)amino)-6-(4-(dimethylamino)but-2-enamido) quinazolin-7-yl)oxy)propyl)carbamate ClC=1C=C(C=CC1F)NC1=NC=NC2=CC(=C(C=C12)NC(C=CCN(C)C)=O)OCCCNC(OC(C)(C)C)=O